COC1=CC=C(CC=2NNC(N2)(C2OCCCC2)C2CCN(CC2)C)C=C1 4-(3-(4-Methoxybenzyl)-5-(tetrahydro-2H-pyran-2-yl)-1H-1,2,4-triazol-5-yl)-1-methylpiperidin